1-((1-(4-Bromophenyl)azetidin-3-yl)methyl)-4-(((tert-butyldimethylsilyl)oxy)methyl)piperidine BrC1=CC=C(C=C1)N1CC(C1)CN1CCC(CC1)CO[Si](C)(C)C(C)(C)C